C1(CCCCC1)NC(=O)C1[C@H]2CN(C[C@@H]12)C(=O)OC(C)(C)C tert-butyl (1R,5S,6r)-6-(cyclohexylcarbamoyl)-3-azabicyclo[3.1.0]hexane-3-carboxylate